OC(CNS(=O)(=O)C1=CC(=C(C=C1)NCC#CC=1N(C2=CC=CC(=C2C1)NC1CCS(CC1)(=O)=O)CC(F)(F)F)OC)CO N-(2,3-dihydroxypropyl)-4-[(3-{4-[(1,1-dioxo-1λ6-thian-4-yl)amino]-1-(2,2,2-trifluoroethyl)-1H-indol-2-yl}prop-2-yn-1-yl)amino]-3-methoxybenzene-1-sulfonamide